C1(=CC=CC=C1)C#CC=1C(=NC=CN1)N 3-(phenylethynyl)pyrazin-2-amine